ClC1=CC=C(C=C1)S(=O)(=O)NC1=NC(=C2C(=N1)N(N=C2)C2=CC=CC=C2)NC(=O)C=2SC(=CC2)[N+](=O)[O-] N-(6-((4-chlorophenyl)sulfonylamino)-1-phenyl-1H-pyrazolo[3,4-d]pyrimidin-4-yl)-5-nitrothiophene-2-carboxamide